C(C)OC(=O)C=1C=NN(C1)[C@@H]1CN(C[C@H]1F)C(=O)OC(C)(C)C |r| 1-((3R/S,4R/S)-1-(tert-butoxycarbonyl)-4-fluoropyrrolidin-3-yl)-1H-pyrazole-4-carboxylic acid ethyl ester